Aluminium distearat C(CCCCCCCCCCCCCCCCC)(=O)[O-].C(CCCCCCCCCCCCCCCCC)(=O)[O-].[Al+2]